Cl.CN(C)CCCC(C(=O)N)=C dimethylaminopropylacrylamide hydrochloride salt